tertbutylimino-tris(dimethylamino)tantalum C(C)(C)(C)N=[Ta](N(C)C)(N(C)C)N(C)C